C(C)(C)(C)N(C(O)=O)CC1CC(=CC1)C1=C2C(N(CC2=CC=C1)C1C(NC(CC1)=O)=O)=O.C1(=CC=CC=C1)NC[Si](OC)(OC)OC (N-phenylaminomethyl)-trimethoxysilane tert-butyl-((3-(2-(2,6-dioxopiperidin-3-yl)-3-oxoisoindolin-4-yl)cyclopent-3-en-1-yl)methyl)carbamate